1-((1S,3S)-1-(4-(((3R,5R,7R)-adamantan-1-yl)amino)phenyl)-3-butyl-6-methoxy-3,4-dihydroisoquinolin-2(1H)-yl)-3-(trimethylsilyl)prop-2-yn-1-one C12(CC3CC(CC(C1)C3)C2)NC2=CC=C(C=C2)[C@@H]2N([C@H](CC3=CC(=CC=C23)OC)CCCC)C(C#C[Si](C)(C)C)=O